9-(3-(4,4,5,5-Tetramethyl-1,3,2-dioxaborolan-2-yl)phenyl)-9H-carbazole CC1(OB(OC1(C)C)C=1C=C(C=CC1)N1C2=CC=CC=C2C=2C=CC=CC12)C